C(C)OC(C(=C[C@@H](C)[C@H]1CC[C@H]2[C@@H]3CCC4CCCC[C@]4(C)[C@H]3CC[C@]12C)O)=O hydroxy-22-cholen-24-oic acid ethyl ester